C12CNCC(C(=C1)C#N)N2 3,8-diazabicyclo[3.2.1]oct-6-ene-6-carbonitrile